trichromium silicide [Si].[Cr].[Cr].[Cr]